tert-Butyl(1-((4-(2-(2-aminopyridin-3-yl)-5-phenyl-3H-imidazo[4,5-b]pyridin-3-yl)phenyl)methyl-d2)piperidin-4-yl)carbamate C(C)(C)(C)OC(NC1CCN(CC1)C([2H])([2H])C1=CC=C(C=C1)N1C(=NC=2C1=NC(=CC2)C2=CC=CC=C2)C=2C(=NC=CC2)N)=O